CN1C(=NC=C1[N+](=O)[O-])COC1=CC(=CC=C1)[N+](=O)[O-] 1-methyl-5-nitro-2-(3-nitro-phenoxymethyl)-1H-imidazole